C(CC)OC(C(C(=O)OCCC)(C)CC1=CC=CC=C1)=O benzylmethylmalonic acid dipropyl ester